ClC1=NC=C(C2=C1NC(N(C2)C2CCC(CC2)C(=O)NC2=CC(=C(C=C2)C)OC)=O)C (1s,4s)-4-(8-Chloro-5-methyl-2-oxo-1,2-dihydropyrido[3,4-d]pyrimidin-3(4H)-yl)-N-(3-methoxy-4-methylphenyl)cyclohexanecarboxamide